tert-butyl ((1r,4r)-4-(5-(6-(5-cyano-1H-indol-1-yl)-4-(Methylamino)pyridin-3-yl)-1,3,4-thiadiazol-2-yl)cyclohexyl)carbamate C(#N)C=1C=C2C=CN(C2=CC1)C1=CC(=C(C=N1)C1=NN=C(S1)C1CCC(CC1)NC(OC(C)(C)C)=O)NC